2-(4-Fluorophenyl)-5-(methoxycarbonyl)-1-methyl-2,11-dihydroimidazo[1',5':1,2]pyrido[3,4-b]indol-4-ium chloride [Cl-].FC1=CC=C(C=C1)N1C=[N+]2C(C=3NC4=CC=CC=C4C3C=C2C(=O)OC)=C1C